ClC1=C(C(=O)N[C@H](C(=O)O)CC2=CC=C(C=C2)N2C(C3(C4=CC(=CC=C24)F)CC3)=O)C(=CC=C1)F (S)-2-(2-chloro-6-fluorobenzamido)-3-(4-(5'-fluoro-2'-oxospiro[cyclopropane-1,3'-indolin]-1'-yl)phenyl)propionic acid